C(#N)C=1C2=C(C(=NC1N1[C@H](CC1)C(F)(F)F)N1CC(C1)CC(=O)O)CCC2(F)F (R)-2-(1-(4-cyano-5,5-difluoro-3-(2-(trifluoromethyl)azetidin-1-yl)-6,7-dihydro-5H-cyclopenta[c]pyridin-1-yl)azetidin-3-yl)acetic acid